CC(C(=O)O)CC(CC(CC)C)C 2,4,6-trimethyloctanoic acid